zinc phosphite P([O-])([O-])[O-].[Zn+2].P([O-])([O-])[O-].[Zn+2].[Zn+2]